N(=C=O)CC1CC(CCC1)(N=C=O)C 3-Isocyanatomethyl-1-methyl-1-isocyanatocyclohexan